4-((S)-1-((R)-2-((4-cyanobenzyl)oxy)-3-methylbutanoylamino)ethyl)benzoic acid C(#N)C1=CC=C(CO[C@@H](C(=O)N[C@@H](C)C2=CC=C(C(=O)O)C=C2)C(C)C)C=C1